ClC=1N(C(C(=C(N1)C(=O)NC=1C=NOC1)OC)=O)C 2-Chloro-5-Methoxy-1-Methyl-N-(1,2-Oxazol-4-Yl)-6-Oxopyrimidine-4-Carboxamide